[Cl-].[NH4+].C(CCCCCCCCCCC)C(C(C(=O)N)=C(CCC)C)C dodecyl-dimethylpropyl-methacrylamide ammonium chloride